[(1R,7S)-7-[(Z)-N'-(2-acetoxypropanoyloxy)-N-methyl-carbamimidoyl]-5-methyl-9-oxo-4,5,8,10-tetrazatricyclo[6.2.1.02,6]undeca-2(6),3-dien-10-yl] sulfate tetrabutylammonium salt C(CCC)[N+](CCCC)(CCCC)CCCC.S(=O)(=O)(ON1C(N2[C@@H](C=3N(N=CC3[C@@H]1C2)C)/C(/NC)=N/OC(C(C)OC(C)=O)=O)=O)[O-]